6-(2-amino-6-fluoro-5-(3-((3-methoxypyrrolidin-1-yl)methyl)-4-morpholinophenyl)pyridin-3-yl)-7-fluoro-3,4-dihydroisoquinolin-1(2H)-one NC1=NC(=C(C=C1C=1C=C2CCNC(C2=CC1F)=O)C1=CC(=C(C=C1)N1CCOCC1)CN1CC(CC1)OC)F